C(#N)C(CCC(=O)NC1CCCCCCC1)(C)SC(=S)SCCCCCCCCCCCC 4-cyano-N-cyclooctyl-4-dodecylsulfanylcarbothioylsulfanyl-pentanamide